Cl.C(C)(C)(C)NC(=O)C1CCN(CC1)C1C[C@H]2CC[C@@H](C1)N2C2=NC(=NO2)C(F)(F)F N-(tert-butyl)-1-((1R,3r,5S)-8-(3-(trifluoromethyl)-1,2,4-oxadiazol-5-yl)-8-azabicyclo[3.2.1]octan-3-yl)piperidine-4-carboxamide Hydrochloride